COC1=NC=CC(=C1)C=1C(=NC(=CC1)C(F)(F)F)NC(=O)N=[S@@](=O)(N)C=1C=NN2C1OCC(C2)(C)C (S)-N'-((2'-methoxy-6-(trifluoromethyl)-[3,4'-bipyridin]-2-yl)carbamoyl)-6,6-dimethyl-6,7-dihydro-5H-pyrazolo[5,1-b][1,3]oxazine-3-sulfonimidamide